C(C)(C)(C)N(C(O)=O)[C@H]1C[C@H](CC1)OC1=C(C=CC=C1)C1=CC(=NN1)NC1=NC=C(N=C1)C#N.FC=1C=C(C=CC1)C(=O)C1=CN(C=C1)S(=O)(=O)C1=CC=C(C)C=C1 (3-fluorophenyl)(1-tosyl-1H-pyrrol-3-yl)methanone tert-Butyl-((1R,3S)-3-(2-(3-((5-cyanopyrazin-2-yl)amino)-1H-pyrazol-5-yl)phenoxy)cyclopentyl)carbamate